5-(2-fluoro-6-hydroxy-3-(2-methyl-2H-1,2,3-triazol-4-yl)phenyl)-1,2,5-thiadiazolidin-3-one 1,1-dioxide FC1=C(C(=CC=C1C1=NN(N=C1)C)O)N1CC(NS1(=O)=O)=O